(R)-N-(1-(3-(difluoromethyl)-2-fluorophenyl)ethyl)-6-methoxy-2-methylfuro[2,3-h]quinazolin-4-amine FC(C=1C(=C(C=CC1)[C@@H](C)NC1=NC(=NC2=C3C(=C(C=C12)OC)OC=C3)C)F)F